C(C)(C)(C)OC(N[C@H](C(=O)NC1=C(C=C(C=C1)OC)C(C1=CC=C(C=C1)F)=O)[C@H](CC)C)=O ((2s,3s)-1-((2-(4-fluorobenzoyl)-4-methoxyphenyl)amino)-3-methyl-1-oxopent-2-yl)carbamic acid tert-butyl ester